CC1=C(C(=CC=C1)C)C1=NC=2NS(C=3C=CC=C(C(N([C@@H](COC(=C1)N2)CC(C)C)C2CNCC2)=O)C3)(=O)=O (11R)-6-(2,6-dimethylphenyl)-11-isobutyl-2,2-dioxo-12-pyrrolidin-3-yl-9-oxa-2λ6-thia-3,5,12,19-tetrazatricyclo[12.3.1.14,8]nonadeca-1(18),4(19),5,7,14,16-hexaen-13-one